COC1=CC=C(C=C1)COC1CCN(CC1)C1=C(C(N(C2=CC=CC=C12)C)=O)C#N 4-{4-[(4-methoxyphenyl)methoxy]piperidin-1-yl}-1-methyl-2-oxo-1,2-dihydroquinoline-3-carbonitrile